OC1=CC=C(C=N1)S(=O)(=O)N(CC1=CC=C(C=C1)OC)CC1=CC=C(C=C1)OC 6-hydroxy-N,N-bis(4-methoxybenzyl)pyridine-3-sulfonamide